C(C)N1C(C(=NC2=CC(=CC=C12)C(=O)[O-])C)=O 1-ethyl-3-methyl-2-oxoquinoxaline-6-carboxylate